C(CCCCCCCCC)(=O)OCC(COC(CCCCCCCCC)=O)(CN(CCN1CCCC1)C)COC(CCCCCCCCC)=O 2-((decanoyloxy)methyl)-2-((methyl(2-(pyrrolidin-1-yl)ethyl)amino)methyl)-propane-1,3-diyl bis(decanoate)